9-(2,5-dideoxy-2-fluoro-2-C-methyl-5-iodo-β-D-ribofuranosyl)-6-ethoxy-2-(monomethoxytritylamino)purine F[C@]1([C@@H](O[C@@H]([C@H]1O)CI)N1C2=NC(=NC(=C2N=C1)OCC)N(C(C1=CC=CC=C1)(C1=CC=CC=C1)C1=CC=CC=C1)OC)C